4'-(2-hydroxyethoxy)-1,1'-binaphthyl OCCOC1=CC=C(C2=CC=CC=C12)C1=CC=CC2=CC=CC=C12